C(#N)CCC1=CC=2C3=C(C(=NC2C(=C1C1=CC(=CC2=CC=CC=C12)OCOC)F)S(=O)C)N=C(N3C3C1CN(C3C1)C(=O)OC(C)(C)C)CC tert-Butyl (endo)-5-(8-(2-cyanoethyl)-2-ethyl-6-fluoro-7-(3-(methoxymethoxy)naphthalen-1-yl)-4-(methylsulfinyl)-1H-imidazo[4,5-c]quinolin-1-yl)-2-azabicyclo[2.1.1]hexane-2-carboxylate